BrC1=CC=C(C(=C1)F)[N+](=O)[O-] 6-Bromo-2-fluoro-3-nitrobenzene